N-(4-((2-(1,1-difluoroethyl)-6-methylpyrimidin-4-yl)amino)-5-(4-methoxy-6-methylpyrimidin-2-yl)pyridin-2-yl)acetamide FC(C)(F)C1=NC(=CC(=N1)NC1=CC(=NC=C1C1=NC(=CC(=N1)OC)C)NC(C)=O)C